CN1C2=CC=CC=C2N(C=2C=CC=CC12)C=1C=C(C=CC1)C1=C(C(=C(C(=C1)C=1OC2=C(N1)C=CC=C2)C2=CC(=CC=C2)N2C=1C=CC=CC1N(C1=CC=CC=C21)C)C=2OC1=C(N2)C=CC=C1)C=1OC2=C(N1)C=CC=C2 2,2',2''-(3,3''-bis(10-methylphenazin-5(10H)-yl)-[1,1':4',1''-terphenyl]-2',3',5'-triyl)tris(benzo[d]oxazole)